C(C=C)(=O)N1CC(CC1)N1N=C(C=2C1=NC=C(C2)C#N)C2=CC=C(C=C2)C(F)(F)F 1-(1-acryloylpyrrolidin-3-yl)-3-(4-(trifluoromethyl)phenyl)-1H-pyrazolo[3,4-b]pyridine-5-carbonitrile